5-((R)-1-(3,5-Dichloropyridin-4-yl)ethoxy)-N-(1-((1-Methylpiperidin-3-yl)methyl)-1H-Pyrazol-4-yl)-1H-Indazol-3-Carboxamid ClC=1C=NC=C(C1[C@@H](C)OC=1C=C2C(=NNC2=CC1)C(=O)NC=1C=NN(C1)CC1CN(CCC1)C)Cl